[N-](S(=O)(=O)C(F)(F)F)S(=O)(=O)C(F)(F)F.C(C)[N+]1(CCCCC1)CCCCC 1-ethyl-1-pentylpiperidinium bis(trifluoromethanesulfonyl)imide salt